N1(N=CC=C1)C1(CCNCC1)C#N 4-(1H-pyrazol-1-yl)piperidine-4-carbonitrile